CN(C)CC1(CC1)COC=1N=C(C2=C(N1)CN(C2)C(=O)C2=CC(=CC1=CC=CC(=C21)I)O)N2[C@@H](CC[C@H](C2)O)C (2-((1-((dimethylamino)methyl)cyclopropyl)methoxy)-4-((2R,5R)-5-hydroxy-2-methylpiperidin-1-yl)-5,7-dihydro-6H-pyrrolo[3,4-d]pyrimidin-6-yl)(3-hydroxy-8-iodonaphthalen-1-yl)methanone